N-propyl-2-hydroxy-ethylamine C(CC)NCCO